2-methyl-4-bromo-1-iodobenzene CC1=C(C=CC(=C1)Br)I